2-bromo-4-phenyl-1-((2-(trimethylsilyl)ethoxy)methyl)-1H-imidazole BrC=1N(C=C(N1)C1=CC=CC=C1)COCC[Si](C)(C)C